O[C@@H]([C@@H](C)[C@H]1[C@H]2[C@@H]([C@@H]3[C@@]1(CC[C@@H]1[C@H]4CC[C@](C[C@H]4CC[C@@H]31)(O)C(F)(F)F)C)C2)COC (2R,4aS,4bR,6aS,7R,7aR,8aS,8bR,8cR,10aR)-7-((2S,3S)-3-hydroxy-4-methoxybutan-2-yl)-6a-methyl-2-(trifluoromethyl)octadecahydrocyclopropa[4,5]cyclopenta[1,2-a]phenanthren-2-ol